1-{2-[1-ethyl-6,8-difluoro-7-(3,4-dimethylpiperazin-1-yl)-quinolin-4(1H)-one-3-yl]-1,3,4-thiadiazol-5-yl}-3-[1-cyclopropyl-6-fluoro-7-chloro-quinolin-4(1H)-one-3-yl]-urea C(C)N1C=C(C(C2=CC(=C(C(=C12)F)N1CC(N(CC1)C)C)F)=O)C=1SC(=NN1)NC(=O)NC1=CN(C2=CC(=C(C=C2C1=O)F)Cl)C1CC1